2,2-bis(((tert-butyldimethylsilyl)oxy)methyl)cyclopentan-1-one [Si](C)(C)(C(C)(C)C)OCC1(C(CCC1)=O)CO[Si](C)(C)C(C)(C)C